C(CCC)[P+](CSC)(CCCC)CCCC tributyl[(methylthio)methyl]-phosphonium